1-octylnonyl 8-({2-[4-({2-[(tert-butyl)bis(methyl)siloxy]ethyl}-N-methylamino)butyroxy]ethyl}[7-(9-methyldecyloxycarbonyl) heptyl]amino)octanoate C(C)(C)(C)[Si](OCCN(C)CCCC(=O)OCCN(CCCCCCCC(=O)OC(CCCCCCCC)CCCCCCCC)CCCCCCCC(=O)OCCCCCCCCC(C)C)(C)C